3-azido-4,5-dihydroisoxazole N(=[N+]=[N-])C1=NOCC1